2-bromo-2-[2-(2-methoxyethoxy)ethyl]propanedioic acid BrC(C(=O)O)(C(=O)O)CCOCCOC